12-chloro-3-methyl-4,8,10,11-tetraazatricyclo[7.4.0.02,7]Trideca-1(9),2(7),10,12-tetraene ClC=1N=NC=2NC=3CCNC(C3C2C1)C